4-(5-chloro-2-((1-methyl-1H-pyrazol-5-yl)amino)pyrimidin-4-yl)-N-(3-chloro-4-fluorophenyl)thiophene-2-carboxamide ClC=1C(=NC(=NC1)NC1=CC=NN1C)C=1C=C(SC1)C(=O)NC1=CC(=C(C=C1)F)Cl